Tert-butyl 6-(3-(pyridin-3-yl)-5-(trifluoromethyl)-1H-pyrazol-1-yl)-2-azaspiro[3.3]heptane-2-carboxylate N1=CC(=CC=C1)C1=NN(C(=C1)C(F)(F)F)C1CC2(CN(C2)C(=O)OC(C)(C)C)C1